C(=O)(OCC)C1=CC=C(C2=NC3=CC=CC=C3C(=C12)C1=CC=C(C=C1)Cl)F 1-carbethoxy-9-(p-chlorophenyl)-4-fluoroacridine